FC(C1=C(C=C2C(N(CN(C2=C1)C1=C(C=C(C=C1)F)C)C1=C(NC(C=C1)=O)C)=O)F)F 7-(difluoromethyl)-6-fluoro-1-(4-fluoro-2-methylphenyl)-3-(2-methyl-6-oxo-1,6-dihydropyridin-3-yl)-2,3-dihydroquinazolin-4(1H)-one